5-bromo-2,3-dimethylphenol BrC=1C=C(C(=C(C1)O)C)C